NC1=CC(=NN1CC(=O)N1C[C@@]2(CC1)C1=C(NC(O2)=O)C=CC(=C1F)Cl)C=1SC=CC1 (R)-1'-(2-(5-Amino-3-(thiophen-2-yl)-1H-pyrazol-1-yl)acetyl)-6-chloro-5-fluorospiro[benzo[d][1,3]oxazine-4,3'-pyrrolidin]-2(1H)-one